[2-(aminomethyl)-3,3-difluoro-allyl]-4-[[5-(4-methylsulfonylphenyl)benzothien-2-yl]methyl]-1,2,4-triazol-3-one trifluoroacetate salt FC(C(=O)O)(F)F.NCC(CC=1N(C(NN1)=O)CC=1SC2=C(C1)C=C(C=C2)C2=CC=C(C=C2)S(=O)(=O)C)=C(F)F